NC1=NC(N(C=C1F)[C@@H]1O[C@@]([C@H]([C@H]1O)O)(CO)CF)=O 4-amino-5-fluoro-1-((2R,3R,4S,5R)-5-(fluoromethyl)-3,4-dihydroxy-5-(hydroxymethyl)tetrahydrofuran-2-yl)pyrimidin-2(1H)-one